C1(=CC=CC=C1)S(=O)(=O)N1C=CC2=CC=CC=C12 1-(phenylsulfonyl)-1H-indol